ClC1=NN(C2=CC=C(C=C12)COC1=CC(=C2C=C(COC2=C1)CN1CCC(CC1)C(=O)O)F)C(C)C 1-[7-(3-chloro-1-isopropyl-1H-indazol-5-ylmethoxy)-5-fluoro-2H-chromen-3-ylmethyl]-piperidine-4-carboxylic acid